1-(2,3-Dihydro-pyrrolo[2,3-b]pyridin-1-yl)-2-((R)-3-methyl-piperazin-1-yl)-ethanone, Hydrochloride Salt Cl.N1(CCC=2C1=NC=CC2)C(CN2C[C@H](NCC2)C)=O